trans-1,2-bis(3-methoxyphenyl)ethylene COC=1C=C(C=CC1)\C=C\C1=CC(=CC=C1)OC